tridecyl trithiophosphite P(SCCCCCCCCCCCCC)([S-])[S-]